[7-(4-fluoro-2-isopropoxy-phenyl)-6-(5-prop-2-enoyl-6,7-dihydro-4H-pyrazolo[1,5-a]pyrazin-2-yl)thieno[3,2-c]pyridin-4-yl] trifluoromethanesulfonate FC(S(=O)(=O)OC1=NC(=C(C2=C1C=CS2)C2=C(C=C(C=C2)F)OC(C)C)C2=NN1C(CN(CC1)C(C=C)=O)=C2)(F)F